C(C=C)(=O)N1CCN(CC1)C1=CC=C(C=C1)C=1C=2N(C=C(C1)C=1C=NN(C1)CC#N)N=CC2C#N 4-(4-(4-Acryloylpiperazin-1-yl)phenyl)-6-(1-(cyanomethyl)-1H-pyrazol-4-yl)pyrazolo[1,5-a]pyridine-3-carbonitrile